C(CCCC)(=S)[O-].[Na+] sodium thiopentanoate